3-{5-Benzyl-6-oxo-5-azaspiro[2.4]heptan-4-yl}-3-oxo-2-(1λ4-thiolan-1-ylidene)propane-nitrile C(C1=CC=CC=C1)N1C(C2(CC2)CC1=O)C(C(C#N)=S1CCCC1)=O